R-1-(2-((S)-1-(2,2-difluorobenzo[d][1,3]dioxol-5-yl)ethoxy)pyridine-4-yl)-3-(trifluoromethyl)-4,5,6,7-tetrahydro-1H-indazol-7-ol FC1(OC2=C(O1)C=CC(=C2)[C@H](C)OC2=NC=CC(=C2)N2N=C(C=1CCC[C@H](C21)O)C(F)(F)F)F